FC1=C(C(=CC=C1)OC)C=1C=C2/C(/C(NC2=CC1)=O)=C(\C)/NC1=CC=C(C=C1)N1CCN(CC1)C (Z)-5-(2-Fluoro-6-methoxyphenyl)-3-(1-((4-(4-methylpiperazin-1-yl)phenyl)amino)ethylidene)indolin-2-one